ditertiary butylperoxide C(C)(C)(C)OOC(C)(C)C